6-chloro-N-ethoxy-4-((4-ethoxy-2-(N-methylmethylsulfonamido)phenyl)amino)nicotinamide ClC1=NC=C(C(=O)NOCC)C(=C1)NC1=C(C=C(C=C1)OCC)N(S(=O)(=O)C)C